dibromoethyldibromocyclohexane C1CCC(C(C1)CC(Br)Br)(Br)Br